(S)-1-(methoxy(methyl)amino)-1-oxopropan-2-ylcarbamic acid CON(C([C@H](C)NC(O)=O)=O)C